citric acid monoamide C(CC(O)(C(=O)O)CC(=O)O)(=O)N